FC1=CC=C(CN2C=3N(C4=C(C2=O)CNCC4)C=CN3)C=C1 4-(4-fluorobenzyl)-6,7,8,9-tetrahydroimidazo[1,2-a]pyrido[3,4-e]pyrimidin-5(4H)-one